OCC=1C2=C(C(N(C1)C)=O)N(C(=C2)C(=O)OCC)S(=O)(=O)C2=CC=C(C)C=C2 ethyl 4-(hydroxymethyl)-6-methyl-7-oxo-1-tosyl-6,7-dihydro-1H-pyrrolo[2,3-c]pyridin-2-carboxylate